3-[(3-chloro-2-methoxyphenyl)amino]-2-{2-[2-(methylamino)ethoxy]thieno[3,2-b]pyridin-7-yl}-5H,6H,7H-pyrazolo[1,5-a]pyrazin-4-one ClC=1C(=C(C=CC1)NC=1C(=NN2C1C(NCC2)=O)C2=C1C(=NC=C2)C=C(S1)OCCNC)OC